Hex-3-yl ketone CCC(CCC)C(=O)C(CC)CCC